O[C@@H]1CC2C[C@H]([C@H]3[C@@H]4CC[C@H]([C@@H](CCCC(C(=O)O)=C)C)[C@]4([C@H](C[C@@H]3[C@]2(CC1)C)O)C)O 3β,7α,12α-trihydroxy-cholestenoic acid